COC1=CC(=CC=2N(C=NC21)CC=2OC=CN2)C(=O)[O-] 4-methoxy-1-(oxazol-2-ylmethyl)-1H-benzo[d]imidazole-6-carboxylate